1-(tert-butyl) 4-((exo)-1,7,7-trimethylbicyclo[2.2.1]heptan-2-yl) 2-(diethoxyphosphoryl)succinate C(C)OP(=O)(OCC)C(C(=O)OC(C)(C)C)CC(=O)OC1C2(CCC(C1)C2(C)C)C